[H-].C(CC)OPOCCC dipropoxyphosphine hydride